NC=1C(NC2=CC(=C(N=C2C1C1=C2C=NNC2=C(C=C1)F)CC)C)=O 3-Amino-6-ethyl-4-(7-fluoro-1H-indazol-4-yl)-7-methyl-1H-1,5-naphthyridin-2-one